(7S)-11-chloro-9-(2,6-difluorophenyl)-N-cis-(3-hydroxycyclobutyl)-7-methyl-12-(trifluoromethyl)-2,3,5,8,13-pentazatricyclo[8.4.0.02,6]tetradeca-1(10),3,5,8,11,13-hexaene-4-carboxamide ClC=1C=2C(=N[C@@](C3=NC(=NN3C2C=NC1C(F)(F)F)C(=O)N)(C)C1CC(C1)O)C1=C(C=CC=C1F)F